N-(5-cyclopentyl-1H-pyrazol-3-yl)-2-(2-methyl-2,6-diazaspiro[3.5]nonan-6-yl)pyrimidin-4-amine C1(CCCC1)C1=CC(=NN1)NC1=NC(=NC=C1)N1CC2(CN(C2)C)CCC1